P(=O)(OCCCCCCCCCC(C)C)(OC1=CC=CC=C1)OC1=CC=CC=C1 isododecyl diphenyl phosphate